OC=1C=C(C=2N(C1)N=CC2C#N)C=2C=NC(=CC2)N2CCN(CC2)CC=2C=NC(=CC2)SC 6-hydroxy-4-(6-(4-((6-(methyl-thio)pyridin-3-yl)methyl)piperazin-1-yl)pyridin-3-yl)pyrazolo[1,5-a]pyridine-3-carbonitrile